NC1=CC(=NC=N1)OC1C2CC(C(C1)C2)N2C(N(CC2=O)C=2C=NC=C(C2)C(F)(F)F)=O 3-{5-[(6-amino-4-pyrimidinyl)oxy]bicyclo[2.2.1]hept-2-yl}-1-[5-(trifluoromethyl)-3-pyridinyl]-2,4-imidazolidinedione